BrC=1C=C(C(=C2C=CN(C12)C[C@H](C=C)NC(OC(C)(C)C)=O)F)F tert-butyl (S)-(1-(7-bromo-4,5-difluoro-1H-indol-1-yl)but-3-en-2-yl)carbamate